ClCCC\C=C/CCCCCC(OCCC)OCCC (7Z)-11-chloro-1,1-dipropyloxy-7-undecene